N[C@H]1CS(C2=C(N(C1=O)CC1=CC=C(C=C1)Cl)C=C(C(=C2)F)C2=NOC(=N2)NC2(CC(C2)(F)F)C)(=O)=O (3R)-3-amino-5-[(4-chlorophenyl)methyl]-7-[5-[(3,3-difluoro-1-methyl-cyclobutyl)amino]-1,2,4-oxadiazol-3-yl]-8-fluoro-1,1-dioxo-2,3-dihydro-1λ6,5-benzothiazepin-4-one